C1(=CC=CC=C1)C1P(C(CCC1)C1=CC=CC=C1)C1=C(C=CC=C1C1=CC=CC=C1)C1=CC=CC=C1 2,6-diphenyl-1-[(2,6-diphenyl)phenyl]-phospha-cyclohexane